FC1=CC=C(C=C1)N1CCN(CC1)C1=CC=C(C=C1)B1OC(C(O1)(C)C)(C)C 1-(4-fluorophenyl)-4-(4-(4,4,5,5-tetramethyl-1,3,2-dioxaborolan-2-yl)phenyl)piperazine